ethyl 2-[2-chloro-5-[4-chloro-5-(difluoromethoxy)-1-methylpyrazol-3-yl]-4-fluorophenoxy]acetate ClC1=C(OCC(=O)OCC)C=C(C(=C1)F)C1=NN(C(=C1Cl)OC(F)F)C